Cl.C(C)(C)N1N=C(C(=C1C)C1=NC=2C(=NC=CC2C=2C=CC3=C(CCCCC3N)C2)N1)C 2-[2-(1-Isopropyl-3,5-dimethyl-1H-pyrazol-4-yl)-3H-imidazo[4,5-b]pyridin-7-yl]-6,7,8,9-tetrahydro-5H-benzocyclohepten-5-ylamine hydrochloride